(pentafluorophenyl)trifluorogallate FC1=C(C(=C(C(=C1C1=C(C(=O)[O-])C=C(C(=C1OF)OF)OF)F)F)F)F